(5R,8R)-N-(2-chloro-4-methylbenzyl)-5-fluoro-8-hydroxy-5,6,7,8-tetrahydroquinoline-5-carboxamide ClC1=C(CNC(=O)[C@@]2(C=3C=CC=NC3[C@@H](CC2)O)F)C=CC(=C1)C